6-[(4-methylsulfanylphenyl)methyl]-[1,2,4]triazolo[1,5-a]pyrimidin-7-ol CSC1=CC=C(C=C1)CC=1C=NC=2N(C1O)N=CN2